N-(5-(5-amino-1H-pyrazol-1-yl)-1,3,4-thiadiazol-2-yl)-4-(2-(2-cyanoethoxy)-6-methoxyphenyl)-3-(2-methoxyethoxy)-2-oxo-2H-pyran-6-carboxamide NC1=CC=NN1C1=NN=C(S1)NC(=O)C1=CC(=C(C(O1)=O)OCCOC)C1=C(C=CC=C1OC)OCCC#N